4-(9-ethyl-6,6-dimethyl-11-oxo-3-((trimethylsilyl)ethynyl)-6,11-dihydro-5H-benzo[b]carbazol-8-yl)piperazine-1-carboxylic acid tert-butyl ester C(C)(C)(C)OC(=O)N1CCN(CC1)C=1C(=CC2=C(C(C=3NC4=CC(=CC=C4C3C2=O)C#C[Si](C)(C)C)(C)C)C1)CC